N-(2-(piperazin-1-yl)ethyl)carboxamide N1(CCNCC1)CCNC=O